NC1=CC=CC(=N1)S(=O)(=O)NC1=NC(=C(C=C1)Cl)C1=C(C=CC=C1)C1CC1 6-amino-N-(5-chloro-6-(2-cyclopropylphenyl)pyridin-2-yl)pyridine-2-sulfonamide